Diethyl propanedioate C(CC(=O)OCC)(=O)OCC